Cl.CC1(CSC=2NC(C(=CC21)C2CCNCC2)=O)C 3,3-Dimethyl-5-(piperidin-4-yl)-3,7-dihydrothieno[2,3-b]pyridine-6(2H)-one hydrochloride